3-(4-((3-(4-(but-3-enamido)phenyl)-1-cyclopentyl-1H-indazol-6-yl)methoxy)phenyl)butanoic acid C(CC=C)(=O)NC1=CC=C(C=C1)C1=NN(C2=CC(=CC=C12)COC1=CC=C(C=C1)C(CC(=O)O)C)C1CCCC1